[Cu].CS(=O)(=O)C1=CC=C(C=C1)N[C@@H](CO)C(=O)O syn-p-methylsulfonylphenylserine copper